CCCCCCCCCCCCCCCC=CO Heptadecen-1-ol